FC1=C(C=C(C(=C1OC)C(C)C)OC)CCl 2-Fluoro-1-chloromethyl-4-isopropyl-3,5-dimethoxybenzene